C(C)(C)(C)OC(N(C)CCOC(=O)OC(C)Cl)=O (2-(((1-chloroethoxy)carbonyl)oxy)ethyl)(methyl)carbamic acid tert-butyl ester